2',3'-dihydrospiro[cyclopropane-1,1'-indene]-2-carboxamide C12(CCC3=CC=CC=C13)C(C2)C(=O)N